NC=1C=C(OC2=C(C=C(C=C2C)NC(CCOC)=O)C)C=C(C1)C=1C(=NOC1C)C N-(4-(3-amino-5-(3,5-dimethylisoxazol-4-yl)phenoxy)-3,5-dimethylphenyl)-3-methoxypropanamide